C1(CC1)CC1=NN=NN1CC1=C(N=NN1C)C1=CC=C(C(=N1)CC)N1C[C@H](CC(C1)(F)F)CC(=O)OC methyl (S)-2-(1-(6-(5-((5-(cyclopropylmethyl)-1H-tetrazol-1-yl)methyl)-1-methyl-1H-1,2,3-triazol-4-yl)-2-ethylpyridin-3-yl)-5,5-difluoropiperidin-3-yl)acetate